OCCOC1=C(C=CC(=C1)[N+](=O)[O-])NCCO 2-[[2-(2-hydroxyethoxy)-4-nitrophenyl]amino]ethanol